2-(2-Fluorophenyl)-N-{3-sulfamoyl-4-[4-(trifluoromethyl)-2H-1,2,3-triazol-2-yl]phenyl}acetamide FC1=C(C=CC=C1)CC(=O)NC1=CC(=C(C=C1)N1N=CC(=N1)C(F)(F)F)S(N)(=O)=O